C(CCC)OC(C(=O)[O-])CC.C(C)OC(C)=O.[Al+3].C(CCC)OC(C(=O)[O-])CC.C(CCC)OC(C(=O)[O-])CC aluminum ethylacetate n-butoxy(ethylacetate)